(2R,3S,5R)-3-[(tert-butyldimethylsilyl)oxy]-2-{[(tert-butyl-dimethylsilyl)oxy]methyl}-5-(2,4-dioxo-3H-pyrimidin-1-yl)oxolane-2-carbaldehyde [Si](C)(C)(C(C)(C)C)O[C@@H]1[C@@](O[C@H](C1)N1C(NC(C=C1)=O)=O)(C=O)CO[Si](C)(C)C(C)(C)C